N-(isoquinolin-3-yl)-4-(1-methylpyrrolidin-3-yl)-N-((R)-piperidin-3-yl)piperidine-1-carboxamide C1=NC(=CC2=CC=CC=C12)N(C(=O)N1CCC(CC1)C1CN(CC1)C)[C@H]1CNCCC1